COC(C)C1=CC=CC(=N1)CN1N=NC(=C1)C1=CC(=NC(=C1)NC(COC1=CC=CC=C1)=O)C=1C=C(C#N)C=CC1 m-[4-(1-{[6-(1-methoxyethyl)-2-pyridinyl]methyl}-1H-1,2,3-triazol-4-yl)-6-(2-phenoxyacetylamino)-2-pyridinyl]benzonitrile